(2S,4R)-1-[(2S)-2-[4-(3-bromo-4-methoxy-phenyl)triazol-1-yl]-3,3-dimethyl-butanoyl]-4-hydroxy-N-methyl-pyrrolidine-2-carboxamide BrC=1C=C(C=CC1OC)C=1N=NN(C1)[C@H](C(=O)N1[C@@H](C[C@H](C1)O)C(=O)NC)C(C)(C)C